[3-[4-benzyloxy-1-(2,4-difluorophenyl)pyrazolo[3,4-d]pyrimidin-6-yl]oxetan-3-yl]methyl acetate C(C)(=O)OCC1(COC1)C1=NC(=C2C(=N1)N(N=C2)C2=C(C=C(C=C2)F)F)OCC2=CC=CC=C2